1-(1-(2-(2,6-dioxopiperidin-3-yl)-1,3-dioxoisoindolin-5-yl)piperidine-4-carbonyl)azetidine-3-carboxylic acid O=C1NC(CCC1N1C(C2=CC=C(C=C2C1=O)N1CCC(CC1)C(=O)N1CC(C1)C(=O)O)=O)=O